ClC1=C(C(=O)N(C2=NC=NN2)C2=CC(=C(C=C2)Cl)C2=NC=CC=C2)C=CC(=C1)C(=O)N 2-chloro-N1-(4-chloro-3-(pyridin-2-yl)phenyl)-N-(1H-1,2,4-triazol-5-yl)terephthalamide